1-(2-methoxyethyl)-3-methyl-1H-pyrazol COCCN1N=C(C=C1)C